2-(aminoethyl)ethanol methyl-4,5-difluoro-2-methoxy-benzoate CC=1C(=C(C(=O)OCCCCN)C=C(C1F)F)OC